C1(=C(C(=C(C(=C1[2H])[2H])[2H])[2H])[2H])CS(=O)(=O)OC1=C(OC(C1=O)([2H])C1=C(C(=C(C(=C1[2H])[2H])C(F)(F)F)[2H])[2H])N 2-amino-4-oxo-5-(4-(trifluoromethyl)phenyl-2,3,5,6-d4)-4,5-dihydrofuran-3-yl-5-d (phenyl-d5)methanesulfonate